methyl 2-(iodomethyl)-7-nitro-2,3-dihydrobenzofuran-4-carboxylate ICC1OC=2C(C1)=C(C=CC2[N+](=O)[O-])C(=O)OC